(19R)-3-ethyl-16-fluoro-11,19-dimethyl-20-oxa-3,4,10,11,23-pentaazapentacyclo[19.3.1.02,6.08,12.013,18]pentacosa-1(24),2(6),4,8(12),9,13,15,17,21(25),22-decaen-22-amine C(C)N1C=2C3=CN=C(C(O[C@@H](C4=CC(=CC=C4C=4N(N=CC4CC2C=N1)C)F)C)=C3)N